N-[4-[[3-[1-(3-methyl-2-nitro-imidazol-4-yl)ethoxy]-7-morpholino-1,6-naphthyridin-5-yl]oxy]cyclohexyl]pyridin-2-amine CN1C(=NC=C1C(C)OC=1C=NC2=CC(=NC(=C2C1)OC1CCC(CC1)NC1=NC=CC=C1)N1CCOCC1)[N+](=O)[O-]